2-(6'-bromo-2,2,5'-trifluoro-1'-oxo-1'H-spiro[cyclopropane-1,4'-isoquinolin]-2'(3'H)-yl)acetic acid BrC=1C(=C2C3(CN(C(C2=CC1)=O)CC(=O)O)C(C3)(F)F)F